2-(4-cyclopropyl-6-methoxy-pyrimidin-5-yl)-5-(2,2-difluoroethyl)-4-[[4-[1-methyl-4-(trifluoromethyl)imidazol-2-yl]phenyl]methoxy]pyrimidine C1(CC1)C1=NC=NC(=C1C1=NC=C(C(=N1)OCC1=CC=C(C=C1)C=1N(C=C(N1)C(F)(F)F)C)CC(F)F)OC